1-[[(2S,3S,4S)-3-ethyl-4-fluoro-5-oxo-pyrrolidin-2-yl]methoxy]-7-methoxy-4-[2-[1-(4-piperidylmethyl)-4-piperidyl]ethynyl]isoquinoline-6-carboxamide C(C)[C@H]1[C@H](NC([C@H]1F)=O)COC1=NC=C(C2=CC(=C(C=C12)OC)C(=O)N)C#CC1CCN(CC1)CC1CCNCC1